N-(5-((6-((R)-3-(3-chloro-5-fluorophenyl)-isoxazolidine-2-yl)pyrimidine-4-yl)amino)-2-(4-((S)-4-cyclopropyl-3-methylpiperazine-1-yl)piperidine-1-yl)-4-methoxyphenyl)acrylamide ClC=1C=C(C=C(C1)F)[C@@H]1N(OCC1)C1=CC(=NC=N1)NC=1C(=CC(=C(C1)NC(C=C)=O)N1CCC(CC1)N1C[C@@H](N(CC1)C1CC1)C)OC